2-((R)-3-(6-oxoheptyl)pyrrolidin-1-yl)-2-phenylacetic acid methyl ester COC(C(C1=CC=CC=C1)N1C[C@@H](CC1)CCCCCC(C)=O)=O